C(C)(C)(C)N1N=CC=2C1=NC(=NC2NC=2N=CN(C2)C2=CC(=C(C(=C2)OC)OC)OC)C(C)C 1-(tert-butyl)-6-isopropyl-N-(1-(3,4,5-trimethoxyphenyl)-1H-imidazol-4-yl)-1H-pyrazolo[3,4-d]pyrimidin-4-amine